F[C@@]1([C@@H](C1)C(=O)OCC)CO cis-ethyl 2-fluoro-2-(hydroxymethyl)cyclopropanecarboxylate